tert-butyl 4-cyano-4-[(naphthalen-1-yl)methyl]piperidine-1-carboxylate C(#N)C1(CCN(CC1)C(=O)OC(C)(C)C)CC1=CC=CC2=CC=CC=C12